5-(5-fluoro-2-((5-(piperazin-1-yl)pyridin-2-yl)amino)pyrimidin-4-yl)-N,4-dimethylthiazol-2-amine FC=1C(=NC(=NC1)NC1=NC=C(C=C1)N1CCNCC1)C1=C(N=C(S1)NC)C